methyl (S)-5-cyclobutoxy-2-methyl-6-(2-(piperidin-4-yl)-1H-imidazol-4-yl)-3,4-dihydroquinoline-1(2H)-carboxylate C1(CCC1)OC1=C2CC[C@@H](N(C2=CC=C1C=1N=C(NC1)C1CCNCC1)C(=O)OC)C